N-(3-chloro-5-(methylsulfonamido)phenyl)-4-(5-ethoxypyrimidin-2-yl)thiophene-2-carboxamide ClC=1C=C(C=C(C1)NS(=O)(=O)C)NC(=O)C=1SC=C(C1)C1=NC=C(C=N1)OCC